Br[C@@]1(O)[C@H]([C@H](OC(C2=CC=CC=C2)=O)[C@H](O1)COC(C1=CC=CC=C1)=O)F 1-bromo-3,5-di-O-benzoyl-2-deoxy-2-fluoro-alpha-D-arabinofuranose